C(C)(C)(C)C1=CC=C(CN2C(SCC2)=O)C=C1 3-(4-(tert-butyl)benzyl)thiazolidin-2-one